2-FORMYLPYRIDINE-4-BORONIC ACID C(=O)C1=NC=CC(=C1)B(O)O